C(C)(C)(C)OC(=O)N1CCC(CC1)N1N=CC(=C1)Br 4-(4-bromopyrazol-1-yl)piperidine-1-carboxylic acid tert-butyl ester